2-fluoro-4-methoxyaniline FC1=C(N)C=CC(=C1)OC